CC1=NN=C(O1)C1=CC=C(OC2=CC=C(C=C2)C(C)(C)C2=CC=C(OC3CC(C3)N)C=C2)C=C1 (1r,3r)-3-(4-(2-(4-(4-(5-methyl-1,3,4-oxadiazol-2-yl)phenoxy)phenyl)propan-2-yl)phenoxy)cyclobutylamine